2-(3-ethylsulfanyl-5-trifluoromethylpyridin-2-yl)-3-(2,2,2-trifluoroethyl)-6-trifluoromethyl-3H-imidazo[4,5-b]pyridine C(C)SC=1C(=NC=C(C1)C(F)(F)F)C1=NC=2C(=NC=C(C2)C(F)(F)F)N1CC(F)(F)F